(4'-methoxyphenyl)propane-1,3-dione COC1=CC=C(C=C1)C(CC=O)=O